CC1N(CCC(C1)=C)C(=O)OC(C)(C)C tert-butyl 2-methyl-4-methylidenepiperidine-1-carboxylate